4-(((1S,2S)-1-(dimethylamino)-1-(6-methoxypyridin-3-yl)propan-2-yl)amino)-2-methylphthalazin-1(2H)-one CN([C@H]([C@H](C)NC1=NN(C(C2=CC=CC=C12)=O)C)C=1C=NC(=CC1)OC)C